O1C(=CC=C1)C=1C(=C(C(=O)N)C=CC1)C#CC#C furan-2-yl-but-1,3-diynyl-benzamide